2-(3-methoxyphenyl)indolizine COC=1C=C(C=CC1)C=1C=C2C=CC=CN2C1